C1(CCCCC1)[C@H](C(F)(F)F)NC(=O)C=1C(=C2CN(C(C2=CC1)=O)C1C(NC(CC1)=O)=O)F N-((R)-1-cyclohexyl-2,2,2-trifluoroethyl)-2-(2,6-dioxopiperidin-3-yl)-4-fluoro-1-oxoisoindoline-5-carboxamide